1-(2-fluoro-4-((3-keto-3,4-dihydropyrido[2,3-b]pyrazin-8-yl)oxy)phenyl)-3-(3-isopropyl-1-phenyl-1H-pyrazol-5-yl)urea FC1=C(C=CC(=C1)OC1=CC=NC=2NC(C=NC21)=O)NC(=O)NC2=CC(=NN2C2=CC=CC=C2)C(C)C